N1C=NC2=C1C=CC(=C2)N2C(C([C@@H]2C2=C(C=C(C=C2F)OCCC(F)F)F)=C)=O |r| (racemic)-1-(1H-benzo[d]imidazol-5-yl)-4-(4-(3,3-difluoropropoxy)-2,6-difluorophenyl)-3-methyleneazetidin-2-one